1-(3-((4-fluorophenyl)ethynyl)-4-(2-oxo-2-(piperidin-1-yl)ethyl)phenyl)-3-(2-(pyridin-3-yl)ethyl)urea FC1=CC=C(C=C1)C#CC=1C=C(C=CC1CC(N1CCCCC1)=O)NC(=O)NCCC=1C=NC=CC1